copper (II) naphthalate C1(=CC=CC2=CC=CC=C12)C(=O)[O-].[Cu+2].C1(=CC=CC2=CC=CC=C12)C(=O)[O-]